8-cyclopropyl-2,2-dimethyl-3,4-dihydro-2H-pyrido[4,3-b][1,4]oxazine C1(CC1)C1=CN=CC2=C1OC(CN2)(C)C